N-[2,5-difluoro-4-(trifluoromethoxy)phenyl]-5-(2-pyridyl)-1H-pyrrole-3-sulfonamide FC1=C(C=C(C(=C1)OC(F)(F)F)F)NS(=O)(=O)C1=CNC(=C1)C1=NC=CC=C1